N1=C(C=CC=C1)C1=CC=C(C=O)C=C1 4-(2-pyridyl)benzaldehyde